FC([C@H]1N(C(CN(C1)C)=O)C=1N=C2N(CCOC3=C2C=CC(=C3)N[C@H](C(=O)N)COC)C1)F (S)-2-((2-((S)-2-(Difluoromethyl)-4-methyl-6-oxopiperazin-1-yl)-5,6-dihydrobenzo[f]imidazo[1,2-d][1,4]oxazepin-9-yl)amino)-3-methoxypropanamide